nickel-tungsten gold [Au].[W].[Ni]